tert-Butyl 3-[[2-(2,6-dioxo-3-piperidyl)-1-oxo-isoindolin-4-yl]amino]propanoate O=C1NC(CCC1N1C(C2=CC=CC(=C2C1)NCCC(=O)OC(C)(C)C)=O)=O